C(C)(=O)O[C@H]1[C@@H](O[C@@H]([C@H]1OC(C)=O)COC(C)=O)N1N=CN=C1 1-(2,3,5-tri-O-acetyl-beta-D-ribofuranosyl)-1H-1,2,4-triazole